BrC1=C(C=C(OCC=2C(=NOC2C2CC2)C2=C(C=CC=C2Cl)Cl)C=C1)Cl 4-((4-bromo-3-chlorophenoxy)methyl)-5-cyclopropyl-3-(2,6-dichlorophenyl)isoxazole